iminodiacetic acid diethyl ester C(C)OC(CNCC(=O)OCC)=O